methyl-2-[2-({[3-bromo-1-(3-chloropyridin-2-yl)-1H-pyrazol-5-yl] carbonyl} amino)-5-chloro-3-methylbenzoyl]-2-methylhydrazinecarboxylate COC(=O)NN(C)C(C1=C(C(=CC(=C1)Cl)C)NC(=O)C1=CC(=NN1C1=NC=CC=C1Cl)Br)=O